9,10-di-propoxylanthracene O(CCC)C=1C2=CC=CC=C2C(=C2C=CC=CC12)OCCC